C1(CCC1)C=1N=CC2=C(N1)NC=C2C2=CC=C1C(CC(OC1=C2)(C)C)=O 7-(2-cyclobutyl-7H-pyrrolo[2,3-d]pyrimidin-5-yl)-2,2-dimethylchroman-4-one